1-(3-isocyanatobutyl)-4-methoxybenzene N(=C=O)C(CCC1=CC=C(C=C1)OC)C